aminobenzo[b]thiophene-3-acetic acid NC1=C(C2=C(S1)C=CC=C2)CC(=O)O